C/C/1=C\CCC(=C)[C@H]2CC([C@@H]2CC1)(C)C E-beta-caryophyllene